6,6-dimethyl-3-((7-(2-((3-oxopiperazin-2-yl)methyl)-5-(trifluoromethyl)pyridin-3-yl)thieno[3,2-b]pyridin-2-yl)methyl)-3-azabicyclo[3.1.0]hexane-2,4-dione hydrochloride Cl.CC1(C2C(N(C(C12)=O)CC1=CC2=NC=CC(=C2S1)C=1C(=NC=C(C1)C(F)(F)F)CC1NCCNC1=O)=O)C